S(=O)(=O)(OOC1=CC=CC=C1)[O-] phenoxy sulfate